[4-[3-[4-(1H-benzimidazole-2-carbonyl)phenoxy]pyrazin-2-yl]piperidin-1-yl]ethanone N1C(=NC2=C1C=CC=C2)C(=O)C2=CC=C(OC=1C(=NC=CN1)C1CCN(CC1)C(C)=O)C=C2